2-(2-(tetrahydrofuran-3-yl)benzyloxy)tetrahydro-2H-pyran O1CC(CC1)C1=C(COC2OCCCC2)C=CC=C1